3-cyano-6-((3,4-dimethoxyphenethyl)((methyl)amino)-2-methylhexan-3-yl)benzoate C(#N)C=1C=C(C(=O)[O-])C(=CC1)C(C(C(NC)CCC1=CC(=C(C=C1)OC)OC)C)CCC